N-[4-cyano-3-(trifluoromethyl)phenyl]aminodithiocarboxylic acid (4-fluorophenyl) ester FC1=CC=C(C=C1)SC(=S)NC1=CC(=C(C=C1)C#N)C(F)(F)F